C(C)N(CC(=O)O)CCC N-Ethyl-N-propylglycine